2-(3,5-dichlorophenyl)-6-methylbenzoxazole ClC=1C=C(C=C(C1)Cl)C=1OC2=C(N1)C=CC(=C2)C